O=C1C(CCC1)N1N=CC=2CCC(CC12)C(=O)N 1-(2-oxocyclopentyl)-4,5,6,7-tetrahydro-1H-indazole-6-carboxamide